O1B(OCC1)OC([C@H]1NCCC1)(C1=CC=CC=C1)C1=CC=CC=C1 (S)-2-[(1,3,2-dioxaborolan-2-yloxy)diphenylmethyl]pyrrolidine